[Si](C1=CC=CC=C1)(C1=CC=CC=C1)(C(C)(C)C)OCC1=NN(C(N1CC)=O)C=1C=C2C(=NN(C(C2=CC1)=O)C1=CC(=CC=C1)F)C(C)C 6-(3-(((tert-butyldiphenylsilyl)oxy)methyl)-4-ethyl-5-oxo-4,5-dihydro-1H-1,2,4-triazol-1-yl)-2-(3-fluorophenyl)-4-isopropylphthalazin-1(2H)-one